C(C1=CC=CC=C1)OC1=C(C(=CC(=C1)F)Br)I 1-benzyloxy-3-bromo-5-fluoro-2-iodo-benzene